N-(3-(hydroxymethyl)-2-oxopiperidin-3-yl)-2-methyl-5-((2-(trifluoromethyl)pyridin-3-yl)methoxy)benzofuran-3-carboxamide OCC1(C(NCCC1)=O)NC(=O)C1=C(OC2=C1C=C(C=C2)OCC=2C(=NC=CC2)C(F)(F)F)C